ClC1=C(C(=CC=C1)Cl)C=CC(C)=NOCC1=C(C=CC=C1)C(C(=O)NC)=NOC 2-(2-(3-(2,6-dichlorophenyl)-1-methylallylideneaminooxymethyl)-phenyl)-2-methoxyimino-N-methyl-acetamide